FC(CC=1C(=NC(=NC1OC)NS(=O)(=O)C1=CNC(=C1)C1=CC=CC=C1)OC)F N-[5-(2,2-difluoroethyl)-4,6-dimethoxy-pyrimidin-2-yl]-5-phenyl-1H-pyrrole-3-sulfonamide